2-(2,6-difluorophenyl)-6-(4-methoxybenzyl)-1,6-naphthyridin-5(6H)-one FC1=C(C(=CC=C1)F)C1=NC=2C=CN(C(C2C=C1)=O)CC1=CC=C(C=C1)OC